Ethyl 2-[[4-[[2-(dimethylamino) ethyl] amino]-[[[4-(methylsulfonyl) phenyl] methyl] amino]-2-pyrimidinyl] amino]-4-methyl-5-thiazolecarboxylate CN(CCNC1=NC(=NC=C1NCC1=CC=C(C=C1)S(=O)(=O)C)NC=1SC(=C(N1)C)C(=O)OCC)C